1-(5-chloro-7-morpholinothiazolo[5,4-d]pyrimidin-2-yl)ethan-1-ol ClC=1N=C(C2=C(N1)SC(=N2)C(C)O)N2CCOCC2